(1S,4s)-4-(2-isopropoxy-2-oxoethyl)cyclohexane C(C)(C)OC(CC1CCCCC1)=O